ClCC(=O)NC1=C(C=CC(=C1)C)COCC1=C(C=C(C=C1)F)C(F)(F)F 2-chloro-N-(2-(((4-fluoro-2-(trifluoromethyl)benzyl)oxy)methyl)-5-methylphenyl)acetamide